OC1=CC=C(C=C1)\C(=C(/CC)\C1=CC=CC=C1)\C1=CC=C(C=C1)N1CCC(CC1)CN1CCN(CC1)C1=CC=C2CN(C(C2=C1)=O)C1C(NC(CC1)=O)=O (E)-3-(6-(4-((1-(4-(1-(4-hydroxyphenyl)-2-phenylbut-1-en-1-yl)phenyl)piperidin-4-yl)methyl)piperazin-1-yl)-1-oxoisoindolin-2-yl)piperidine-2,6-dione